3-nitro-N-(5-(3-((1S)-3-(trifluoromethoxy)cyclopentyl)phenyl)-4-(2-(trifluoromethyl)phenyl)pyrimidin-2-yl)benzenesulfonamide [N+](=O)([O-])C=1C=C(C=CC1)S(=O)(=O)NC1=NC=C(C(=N1)C1=C(C=CC=C1)C(F)(F)F)C1=CC(=CC=C1)[C@@H]1CC(CC1)OC(F)(F)F